C(C)(=O)N[C@@H]([C@@H](C)CC)C(=O)O N-acetylisoleucine